4-((1s,3s)-3-((tert-butyldimethylsilyl)oxy)cyclobutyl)-5-(trifluoromethoxy)benzo[d]thiazole [Si](C)(C)(C(C)(C)C)OC1CC(C1)C1=C(C=CC2=C1N=CS2)OC(F)(F)F